Cl.Cl.ClC=1C=NN2C1C(=CC(=C2)C=2N=NN(C2C)C2CCNCC2)O[C@H](CO)C2=NC=CC=C2 (2S)-2-[3-chloro-6-[5-methyl-1-(4-piperidinyl)triazol-4-yl]pyrazolo[1,5-a]pyridin-4-yl]oxy-2-(2-pyridinyl)ethanol, dihydrochloride